Ammonium 3-(3-(((R)-7-Chloro-2-ethyl-2,3-dihydrobenzo[f][1,4]oxazepin-4(5H)-yl) methyl)-4-methylphenyl)-3-(1,4-dimethyl-1H-benzo[d][1,2,3]triazol-5-yl)propanate ClC=1C=CC2=C(CN(C[C@H](O2)CC)CC=2C=C(C=CC2C)C(CC(=O)[O-])C2=C(C3=C(N(N=N3)C)C=C2)C)C1.[NH4+]